N1=CN(C2=NC=CC=C21)[C@@H]2C[C@@H](CCC2)NC2=NC=C(C(=N2)C=2C=NN(C2C(F)(F)F)C)C#N 2-(((1R,3S)-3-(3H-imidazo[4,5-b]pyridin-3-yl)cyclohexyl)amino)-4-(1-methyl-5-(trifluoromethyl)-1H-pyrazol-4-yl)pyrimidine-5-carbonitrile